COC1=C(C=CC(=O)O)C=C(C=C1)OC 2,5-dimethoxycinnamic acid